FC1(CC1)C(CC(=O)OCC)(C)O ethyl 3-(1-fluorocyclopropyl)-3-hydroxybutyrate